CC(C(=O)N1C(CCCC1)C=1NC(=CN1)C1=CC=C(C=C1)CC#N)CC 2-(4-(2-(1-(2-methylbutyryl)piperidin-2-yl)-1H-imidazol-5-yl)phenyl)acetonitrile